(3-fluoro-bicyclo(1.1.1)pentan-1-yl)methanol FC12CC(C1)(C2)CO